NC=1C(=C(C(=CC1)F)C(=O)C1=CNC2=NC=C(C=C21)Br)F (3-amino-2,6-difluorophenyl)(5-bromo-1H-pyrrolo[2,3-b]pyridin-3-yl)methanone